CC(=C(C1=CC=CC=C1)C1=CC=CC=C1)C (2-methylprop-1-ene-1,1-diyl)dibenzene